[1,1'-bis(di-tert-butylphenyl)ferrocene] palladium (II) dichloride [Pd](Cl)Cl.C(C)(C)(C)C=1C(=C(C=CC1)[C-]1C=CC=C1)C(C)(C)C.[C-]1(C=CC=C1)C1=C(C(=CC=C1)C(C)(C)C)C(C)(C)C.[Fe+2]